2-(ethoxymethyl)-5-phenyl-1H-imidazole-4-carbonitrile C(C)OCC=1NC(=C(N1)C#N)C1=CC=CC=C1